3-(5-methyl-1H-pyrazol-1-yl)-7,8-dihydro-1,6-naphthyridin CC1=CC=NN1C=1C=NC=2CCN=CC2C1